CC1=CC=C(C=C1)NC(=O)C1=CN=C[Se]1 N-(4-methylphenyl)-1,3-selenazole-5-carboxamide